OC(CCC(=O)O)CCCCCCCCCCCCCCCCCCCCCCCCCC 4-Hydroxy-triacontanoic acid